9-methoxybenzo[5,6][1,2,4]triazino[4,3-b]indazol-3-ol COC=1C=CC2=C3N(N=C2C1)C1=C(N=N3)C=C(C=C1)O